(2R,3S)-2-METHYL-3-VINYLCYCLOHEXANONE C[C@H]1C(CCC[C@H]1C=C)=O